1-Methyl-7-(4-methylpiperazin-1-yl)-2-oxo-4-{2-[3-(trifluoromethoxy)phenyl]-2,8-diazaspiro[4.5]decan-8-yl}-1,2-dihydro-quinoline-3-carbonitrile CN1C(C(=C(C2=CC=C(C=C12)N1CCN(CC1)C)N1CCC2(CCN(C2)C2=CC(=CC=C2)OC(F)(F)F)CC1)C#N)=O